The molecule is a 1,2-diacyl-sn-glycerol where alpha-linolenoyl and oleoyl form the 1- and 2-acyl groups respectively. It is a 1-alpha-linolenoyl-2-oleoylglycerol and a 1,2-diacyl-sn-glycerol. It is an enantiomer of a 2-oleoyl-3-alpha-linolenoyl-sn-glycerol. CCCCCCCC/C=C\\CCCCCCCC(=O)O[C@@H](CO)COC(=O)CCCCCCC/C=C\\C/C=C\\C/C=C\\CC